N-(3-(5-cyclopropylpyrazin-2-yl)-5-fluorophenyl)-7-fluoro-N-methyltetrazolo[1,5-a]quinazolin-5-amine C1(CC1)C=1N=CC(=NC1)C=1C=C(C=C(C1)F)N(C1=NC=2N(C3=CC=C(C=C13)F)N=NN2)C